C(CCCCCCC)C1=CC2=C(C=C1)C=1SC3=C(C1S2)C=CC(=C3)CCCCCCCC 2,7-dioctyl[1]benzothieno[3,2-B]benzothiophene